CC(C(CCO)O)O 1-methyl-butane-1,2,4-triol